FC1([C@@H](O[C@@H]([C@H]1O)CO)N1C(N=C(C=C1)NC(C1=CN=C(C=C1)F)=O)=O)F N-(1-((2R,4R,5R)-3,3-difluoro-4-hydroxy-5-(hydroxymethyl)tetrahydrofuran-2-yl)-2-oxo-1,2-dihydropyrimidin-4-yl)-6-fluoronicotinamide